FC(OC1=NC(=CC=C1)C1=CN=CO1)F 2-(difluoromethoxy)-6-(1,3-oxazol-5-yl)pyridine